C(#N)C=1C=C(C(=C2C(=C(NC12)C)C)C1=C[C@H](CCC1)N(C(OC(C)(C)C)=O)C)F tert-butyl (S)-(3-(7-cyano-5-fluoro-2,3-dimethyl-1H-indol-4-yl)cyclohex-2-en-1-yl)(methyl)carbamate